(S)-3-(isoquinolin-4-yl)-2-oxo-1-(1-((trifluoromethyl)sulfonyl)azetidin-3-yl)imidazoline-4-carbonitrile C1=NC=C(C2=CC=CC=C12)N1C(N(C[C@H]1C#N)C1CN(C1)S(=O)(=O)C(F)(F)F)=O